ethyl (E)-(3-(4-(benzyloxy)phenyl)acryloyl)glycinate C(C1=CC=CC=C1)OC1=CC=C(C=C1)/C=C/C(=O)NCC(=O)OCC